COCC1CN(CC(C1)NC1=NC=CC(=N1)C=1C(=NC=CC1)OC1=C(C(=C(C(=C1)F)NS(=O)(=O)CC1=CC=CC=C1)F)F)C(=O)OC(C)(C)C tert-Butyl 3-(methoxymethyl)-5-((4-(2-(2,3,5-trifluoro-4-((phenylmethyl)sulfonamido)phenoxy)pyridin-3-yl)pyrimidin-2-yl)amino)piperidine-1-carboxylate